2-(7,8-difluoro-3-quinolyl)-4-[(3-fluorophenyl)methyl]-6,6-dimethyl-4,5-dihydro-1,3-oxazine FC1=CC=C2C=C(C=NC2=C1F)C=1OC(CC(N1)CC1=CC(=CC=C1)F)(C)C